O1C=2N(C=C1)C(=NC2)C2=CC=C(C#N)C=C2 4-(imidazo[5,1-b]oxazol-5-yl)benzonitrile